C(C)(C)NC1=C2C(=NC=C1C(=O)N)C1=NC=CC=C1N2 4-(isopropylamino)-5H-pyrrolo[3,2-b:4,5-b']dipyridine-3-carboxamide